(4-hydroxy-3-(4-((4-methylpyrimidin-2-yl)oxy)phenyl)-2-(4-nitrophenyl)thieno[3,2-c]pyridin-7-yl)dimethylphosphine oxide OC1=NC=C(C2=C1C(=C(S2)C2=CC=C(C=C2)[N+](=O)[O-])C2=CC=C(C=C2)OC2=NC=CC(=N2)C)P(C)(C)=O